O[C@@H]1C[C@H](N(C1)C([C@@H](C(C)C)C1=CC(=NO1)OCCC1CCNCC1)=O)C(=O)N[C@@H](C)C1=CC=C(C=C1)C1=C(N=CS1)C (2S,4R)-4-hydroxy-1-[(2S)-3-methyl-2-[3-[2-(4-piperidyl)ethoxy]isoxazol-5-yl]butanoyl]-N-[(1S)-1-[4-(4-methylthiazol-5-yl)phenyl]ethyl]pyrrolidine-2-carboxamide